CC1=CC(=NN1CC(=O)OCC)[N+](=O)[O-] Ethyl 2-(5-methyl-3-nitro-pyrazol-1-yl)acetate